methyl (1aS,6bR)-6-(2-((3,3-difluoro-1-(methylcarbamoyl)cyclobutyl)amino)-2-oxoacetyl)-5-methyl-1,1a,2,6b-tetrahydrocyclopropa[a]pyrrolizine-4-carboxylate FC1(CC(C1)(C(NC)=O)NC(C(=O)C=1C(=C(N2C[C@@H]3[C@H](C12)C3)C(=O)OC)C)=O)F